5-((1R,4R)-2-oxa-5-azabicyclo[2.2.1]heptan-5-yl)-N-(3-(difluoromethyl)-1-(2-Azaspiro[3.5]nonan-7-yl)-1H-pyrazol-4-yl)pyrazolo[1,5-a]pyrimidine-3-carboxamide [C@H]12OC[C@H](N(C1)C1=NC=3N(C=C1)N=CC3C(=O)NC=3C(=NN(C3)C3CCC1(CNC1)CC3)C(F)F)C2